FC1=C(C(=O)N)C=CC=C1C 2-fluoro-3-methyl-benzamide